C(C)(C)N1C(=NN=C1)C1=CC=CC(=N1)N1C(=CC=C1)C(=O)N (6-(4-isopropyl-4H-1,2,4-triazol-3-yl)pyridin-2-yl)-1H-pyrrole-2-carboxamide